(1s,4s)-N,N-dibenzyl-4-(3,3-difluoropyrrolidin-1-yl)-cyclohexan-1-amine C(C1=CC=CC=C1)N(C1CCC(CC1)N1CC(CC1)(F)F)CC1=CC=CC=C1